Cl.ClC1=C(C=C(C(=C1)S(NC1CCNCC1)(=O)=O)F)NC(C1=C(C=CC=C1)C)=O N-(2-chloro-5-fluoro-4-(N-(piperidin-4-yl)sulfamoyl)phenyl)-2-methylbenzamide hydrochloride